Cl.Cl.S1C(=NC=C1)CC1=CC2=NC=CC(=C2S1)N [(1,3-thiazol-2-yl)methyl]thieno[3,2-b]pyridin-7-amine dihydrochloride